S(=O)(=O)(O)C(C(=O)OCC(CCCC)CC)CC(=O)OCC(CCCC)CC.[Co] cobalt bis-(2-ethylhexyl) sulfosuccinate